C(C)(C)N1C(N(C(C(=C1)C(=O)O)=O)C1=C(C=CC=C1)C)=O 1-isopropyl-3-(2-methylphenyl)-2,4-dioxo-1,2,3,4-tetrahydropyrimidine-5-formic acid